n-octyl-oleate C(CCCCCCC)OC(CCCCCCC\C=C/CCCCCCCC)=O